ClC=1C=C2C(=NC(N3C2=C(C1C1=C(C=C(C=C1)F)F)SCC3)=O)O 9-chloro-10-(2,4-difluorophenyl)-7-hydroxy-2,3-dihydro-5H-[1,4]thiazino[2,3,4-ij]quinazolin-5-one